C1(=C(OC)C=C(C=CC)C=C1)CC(=O)[O-] isoeugenylacetate